bis(4-t-butylcyclohexyl)peroxydicarbonate C(C)(C)(C)C1CCC(CC1)OC(=O)OOC(=O)OC1CCC(CC1)C(C)(C)C